OC=1C=CC=C2C(=CC=NC12)NCC1=CC=C(C=C1)B(O)O (4-(((8-hydroxyquinolin-4-yl)amino)methyl)phenyl)boronic acid